FC(C1=NC=2N(C(=C1)NCC(C)(C1=CC=CC=C1)C1CN(C1)S(=O)(=O)N)N=C(C2)C(F)(F)F)F 3-(1-((5-(Difluoromethyl)-2-(trifluoromethyl)pyrazolo[1,5-a]pyrimidin-7-yl)amino)-2-phenylpropan-2-yl)azetidine-1-sulfonamide